3,4,6-trimethylpyridine CC=1C=NC(=CC1C)C